1,3,5-tris((4-methoxyphenyl)ethynyl)benzene COC1=CC=C(C=C1)C#CC1=CC(=CC(=C1)C#CC1=CC=C(C=C1)OC)C#CC1=CC=C(C=C1)OC